trimethyl-2,5,9-cyclododecatrienyl ketone CC1=C(C(CCC=CCCC=CC1)(C)C(=O)C1(C(=C(CC=CCCC=CCC1)C)C)C)C